6-((2,6-dioxa-9-azaspiro[4.5]decan-9-yl)methyl)-2-(3-(3-((4-methyl-4H-1,2,4-triazol-3-yl)methyl)oxetan-3-yl)phenyl)-4-(trifluoromethyl)isoindolin-1-one C1OCCC12OCCN(C2)CC2=CC(=C1CN(C(C1=C2)=O)C2=CC(=CC=C2)C2(COC2)CC2=NN=CN2C)C(F)(F)F